9,9-bis(4-hydroxy-1-naphthyl)fluorene OC1=CC=C(C2=CC=CC=C12)C1(C2=CC=CC=C2C=2C=CC=CC12)C1=CC=C(C2=CC=CC=C12)O